(S)-1-benzyl-N-(3-(3-bromophenyl)-1-(methylamino)-1-oxopropan-2-yl)-5-(m-tolyl)-1H-pyrazole-3-carboxamide C(C1=CC=CC=C1)N1N=C(C=C1C=1C=C(C=CC1)C)C(=O)N[C@H](C(=O)NC)CC1=CC(=CC=C1)Br